[6-(3-cyclopropyl-1,2,4-triazol-1-yl)-2-azaspiro[3.3]heptan-2-yl]-[6-[(4-dimethylphosphoryl-2-methyl-pyrazol-3-yl)methyl]-2,6-diazaspiro[3.3]heptan-2-yl]methanone C1(CC1)C1=NN(C=N1)C1CC2(CN(C2)C(=O)N2CC3(C2)CN(C3)CC=3N(N=CC3P(=O)(C)C)C)C1